5-(((1s,3s)-3-(4-(2-(4-((2-(2H-1,2,3-triazol-2-yl)pyrimidin-5-yl)oxy)phenyl)propan-2-yl)phenoxy)cyclobutyl)amino)-2-(2,6-dioxopiperidin-3-yl)isoindoline N=1N(N=CC1)C1=NC=C(C=N1)OC1=CC=C(C=C1)C(C)(C)C1=CC=C(OC2CC(C2)NC=2C=C3CN(CC3=CC2)C2C(NC(CC2)=O)=O)C=C1